CC(C=O)C(CC)C 2,3-dimethylpentanaldehyde